OC(C)(C)C12CC(C1)(C2)C(=O)N(C)OC 3-(1-hydroxy-1-methyl-ethyl)-N-methoxy-N-methyl-bicyclo[1.1.1]pentane-1-carboxamide